7-ethyl-1H-indol-5-amine C(C)C=1C=C(C=C2C=CNC12)N